tert-butyl 4-((1-(2-(2,6-dioxopiperidin-3-yl)-1,3-dioxoisoindolin-4-yl)piperidin-4-yl)methyl)piperazine-1-carboxylate O=C1NC(CCC1N1C(C2=CC=CC(=C2C1=O)N1CCC(CC1)CN1CCN(CC1)C(=O)OC(C)(C)C)=O)=O